CC1=NNC(=C1C1=NC(=CC(=C1)C=1C=C(C=CC1C)NC(=O)N1C[C@@H](CC1)CC(F)(F)F)N1CCOCC1)C (3S)-N-[3-[2-(3,5-dimethyl-1H-pyrazol-4-yl)-6-(morpholin-4-yl)pyridin-4-yl]-4-methylphenyl]-3-(2,2,2-trifluoroethyl)pyrrolidine-1-carboxamide